cis-5,6-difluoro-3-(trifluoromethyl)-5,6-dihydro-1H-cyclopenta[c]pyrazol-4-one F[C@@H]1C(C2=C(NN=C2C(F)(F)F)[C@@H]1F)=O